trans-1,2-bis(4-tert-butylphenyl)ethene C(C)(C)(C)C1=CC=C(C=C1)\C=C\C1=CC=C(C=C1)C(C)(C)C